C(C)(C)N1C(=NN=C1)C1=CC=CC(=N1)N1C(N(CC1)S(=O)(=O)C)=O 1-(6-(4-isopropyl-4H-1,2,4-triazol-3-yl)pyridin-2-yl)-3-(methylsulfonyl)imidazolidin-2-one